benzyl (S)-3-(6-fluoro-1,4-diazepan-1-yl)azetidine-1-carboxylate F[C@H]1CNCCN(C1)C1CN(C1)C(=O)OCC1=CC=CC=C1